biphenyl-carbaldehyde C=1(C(=CC=CC1)C=O)C1=CC=CC=C1